F[C@H]1CNCC[C@@H]1OCC#CC1=CC=CC=2N(C(N(C21)C)=O)C2C(NC(CC2)=O)=O 3-[4-[3-[[(3S,4S)-3-fluoro-4-piperidyl]oxy]prop-1-ynyl]-3-methyl-2-oxo-benzimidazol-1-yl]piperidine-2,6-dione